ClC=1C=CC2=C(C(CC3(O2)CN(C3)C(=O)NCC=3C=C2C=CNC2=CC3)=O)C1 6'-chloro-N-[(1H-indol-5-yl)methyl]-4'-oxo-3',4'-dihydrospiro[azetidine-3,2'-[1]benzopyran]-1-carboxamide